BrC=1C=C(C(=NC1)N1CC(CC1)(N1CCCCC1)C)NS(=O)(=O)C N-(5-Bromo-2-(3-methyl-3-(piperidin-1-yl)pyrrolidin-1-yl)pyridin-3-yl)methanesulfonamide